2-(3-(cyclopent-1-en-1-yl)-5-fluorophenyl)-N-(8-cyclopentyl-7H-purin-6-yl)acetamide C1(=CCCC1)C=1C=C(C=C(C1)F)CC(=O)NC1=C2NC(=NC2=NC=N1)C1CCCC1